C(#N)C1=NC2=CC(=CC(=C2N=C1N1CC=2N(CC1)C=CN2)[C@@H](C)NC2=C(C(=O)O)C=CC=C2)C (R)-2-((1-(2-cyano-3-(5,6-dihydro-imidazo[1,2-a]pyrazin-7(8H)-yl)-7-methylquinoxalin-5-yl)ethyl)amino)-benzoic acid